N-(5-(6-(4-(methylsulfonyl)piperazin-1-yl)pyrazine-2-yl)thiophen-3-yl)pentanamide CS(=O)(=O)N1CCN(CC1)C1=CN=CC(=N1)C1=CC(=CS1)NC(CCCC)=O